CC(C1=CC=C(C=C1)C(=C)C)(C)N=C=O dimethyl-4-isopropenylbenzyl isocyanate